2-(4-acryloyloxyethoxyphenyl)-2-(4-(acryloyloxyethoxy)ethoxyphenyl)propane C(C=C)(=O)OCCOC1=CC=C(C=C1)C(C)(C)C1=CC=C(C=C1)OCCOCCOC(C=C)=O